CC1(C(NC(N1CC1=NC=CC=C1)=O)=O)C 5,5-dimethyl-1-(pyridin-2-ylmethyl)imidazolidine-2,4-dione